[3-(1-amino-4-methylphthalazin-6-yl)-4-methylphenyl]boronic Acid Formic Acid Salt C(=O)O.NC1=NN=C(C2=CC(=CC=C12)C=1C=C(C=CC1C)B(O)O)C